ClC1=NC2=CC(=C(C=C2C(=N1)N1CCC(CC1)CCO)OC)OC 2-(1-(2-chloro-6,7-dimethoxyquinazolin-4-yl)piperidin-4-yl)ethan-1-ol